C(C)C1=NC(=CC=C1N1C[C@H](CCC1)CC(=O)OCC=C)C=1N=NN(C1CO)C allyl (R)-2-(1-(2-ethyl-6-(5-(hydroxymethyl)-1-methyl-1H-1,2,3-triazol-4-yl)pyridin-3-yl)piperidin-3-yl)acetate